N1=CC=C(C2=CC=CC=C12)O quinolin-4-ol